O1C=CC(C=C1)=O 4H-PYRAN-4-ON